2-([1-[2-(Azetidin-1-yl)phenyl]-5-(3-cyclobutoxyphenyl)-1H-pyrazol-3-yl]methoxy)-2-methylpropanoic acid N1(CCC1)C1=C(C=CC=C1)N1N=C(C=C1C1=CC(=CC=C1)OC1CCC1)COC(C(=O)O)(C)C